OB1N(N=CC2=C1C=CC=C2)C(=O)C=2SC(=CN2)C (1-hydroxybenzo[d][1,2,3]diazaborinin-2(1H)-yl)(5-methylthiazol-2-yl)methanone